CC=1C=C2C=NN(C2=CC1C1CCN(CC1)C1COC1)C=1C=NN(C1)C 5-methyl-1-(1-methyl-1H-pyrazol-4-yl)-6-(1-(oxetan-3-yl)piperidin-4-yl)-1H-indazole